C(C=C(C)CCC=C(C)CCC=C(C)C)SCC=C(C)CCC=C(C)CCC=C(C)C difarnesyl thioether